C1(CC1)NC(=O)NC=1C=NN2C1N=C(C=C2)N2[C@H](CCC2)C2=C(C=CC(=C2)F)F (R)-1-cyclopropyl-3-(5-(2-(2,5-difluorophenyl)pyrrolidin-1-yl)pyrazolo[1,5-a]pyrimidin-3-yl)urea